C(C)ONC(=O)C1=NN(C=N1)CC=1SC(=CC1)C1=NOC(=N1)C(F)(F)F N-ethoxy-1-[[5-[5-(trifluoromethyl)-1,2,4-oxadiazol-3-yl]-2-thienyl]methyl]-1,2,4-triazole-3-carboxamide